(±)-Methyl glutamate N[C@@H](CCC(=O)[O-])C(=O)OC |r|